COC1=C(C=CC=C1)C1=NC(=CC(=C1)C1=CC=C(C=C1)N(CCCC)CCCC)C1=C(C=CC=C1)OC 2,6-bis(2'-methyloxyphenyl)-4-(4'-dibutylaminophenyl)-pyridine